(methylthio)propan CSCCC